CC1=CC=CC=2NC(=NC21)C(=O)N2[C@@H](C=1C=CC=NC1CC2)C |r| Racemic-(4-methyl-1H-benzo[d]imidazol-2-yl)(5-methyl-7,8-dihydro-1,6-naphthyridin-6(5H)-yl)methanone